N[C@@H]1CN(CC1)C(=O)C1=CN(CCS1)C=1C2=C(N=CN1)NC=C2C (S)-(3-aminopyrrolidin-1-yl)(4-(5-methyl-7H-pyrrolo[2,3-d]pyrimidin-4-yl)-3,4-dihydro-2H-1,4-thiazin-6-yl)methanone